7-(5-(1-(cyclopropylmethyl)-3,5-dimethyl-1H-pyrazol-4-yl)pyridin-3-yl)-1H-imidazo[4,5-b]pyridine C1(CC1)CN1N=C(C(=C1C)C=1C=C(C=NC1)C1=C2C(=NC=C1)N=CN2)C